4-((7-((R)-3-(4-amino-3-(4-phenoxyphenyl)-1H-pyrazolo[3,4-d]pyrimidin-1-yl)piperidin-1-yl)-7-oxoheptyl)thio)-2-(2,6-dioxopiperidin-3-yl)-7-fluoroisoindoline-1,3-dione NC1=C2C(=NC=N1)N(N=C2C2=CC=C(C=C2)OC2=CC=CC=C2)[C@H]2CN(CCC2)C(CCCCCCSC2=C1C(N(C(C1=C(C=C2)F)=O)C2C(NC(CC2)=O)=O)=O)=O